5-chloro-3-methyl-phenol ClC=1C=C(C=C(C1)O)C